1,3,5-trismethylenebenzene C=C1CC(CC(C1)=C)=C